NC=1N=CN(C1)C1=CC=C(C=C1)O 4-(4-amino-1H-imidazol-1-yl)phenol